N-(1-acetyl-5-(2,6-difluorophenyl)-1,6-dihydropyrazolo[4,3-d]Pyrido[3,2-f][1,3]Diazepin-9-yl)acetamide C(C)(=O)N1N=CC=2N=C(NC3=C(C21)C=C(C=N3)NC(C)=O)C3=C(C=CC=C3F)F